COC=1C=CC(=NC1)O[C@H]1C[C@H](CC1)C=1N=C(SC1)N 4-((1S,3R)-3-((5-methoxypyridin-2-yl)oxy)cyclopentyl)thiazol-2-amine